(S)-3-((S)-2-(hydroxymethyl)-7-oxo-2,3,7,9-tetrahydro-[1,4]oxazino[3,2-e]isoindol-8(1H)-yl)piperidine-2,6-dione OC[C@@H]1NC2=C3CN(C(C3=CC=C2OC1)=O)[C@@H]1C(NC(CC1)=O)=O